(1S,2R,5R)-3-(1-(2-amino-3-bromoquinolin-7-yl)propan-2-yl)-5-(4-amino-7H-pyrrolo[2,3-d]pyrimidin-7-yl)cyclopent-3-ene-1,2-diol NC1=NC2=CC(=CC=C2C=C1Br)CC(C)C=1[C@H]([C@H]([C@@H](C1)N1C=CC2=C1N=CN=C2N)O)O